CN(C1[NH+](CCC(N1C)C#N)C)C 2-dimethylamino-4-cyano-1,3-dimethyl-1,4,5,6-tetrahydropyrimidinium